(1-(cyclopropylsulfonyl)-1H-pyrazol-4-yl)-N-(4-(4-((2-methoxyethyl)amino)piperidin-1-yl)-5-((1-methyl-1H-pyrazol-4-yl)ethynyl)pyridin-2-yl)pyrimidin-4-amine C1(CC1)S(=O)(=O)N1N=CC(=C1)C1=NC=CC(=N1)NC1=NC=C(C(=C1)N1CCC(CC1)NCCOC)C#CC=1C=NN(C1)C